O(C1=CC=CC=C1)C1=C(OC=2C3=C(C=CC2C1=O)OCCO3)C(F)(F)F 8-phenoxy-9-(trifluoromethyl)-2,3-dihydro-7H-[1,4]dioxino[2,3-h]chromen-7-one